3-(4-ethanesulfonamidophenyl)-5-{[5-(propan-2-yl)pyrazin-2-yl]amino}-1-{[2-(trimethylsilyl)ethoxy]methyl}-1H-pyrazole-4-carboxamide C(C)S(=O)(=O)NC1=CC=C(C=C1)C1=NN(C(=C1C(=O)N)NC1=NC=C(N=C1)C(C)C)COCC[Si](C)(C)C